(S)-1-(1H-pyrrolo[3,2-c]pyridin-2-yl)ethan-1-amine hydrochloride Cl.N1C(=CC=2C=NC=CC21)[C@H](C)N